ethyl 1-cyclopropylazetidine-3-carboxylate C1(CC1)N1CC(C1)C(=O)OCC